C(#N)C1=C(C(=C(C(=C1)C1=CC(=NC=C1)F)CC(=O)OC(C)(C)C)C(C)C)F tert-butyl 2-(4-cyano-3-fluoro-6-(2-fluoropyridin-4-yl)-2-isopropylphenyl)acetate